3,6-Dichloro-4-((1S,2S)-2-(trifluoromethyl)cyclopropyl)pyridazine ClC=1N=NC(=CC1[C@@H]1[C@H](C1)C(F)(F)F)Cl